C1(CC1)CN1N=NC2=C1C=CC(=C2C(F)F)/C=C/C(=O)OCC (E)-Ethyl 3-(1-(cyclopropylmethyl)-4-(difluoromethyl)-1H-benzo[d][1,2,3]triazol-5-yl)acrylate